C1(=CC=CC=C1)C1=CC=2N(C=C1)C=C(N2)CN2C(C1=CC=CC=C1C2=O)=O ((7-phenylimidazo[1,2-a]pyridin-2-yl)methyl)isoindoline-1,3-dione